C12(CC(C1)C2)N2C=C(C(=CC2=O)N[C@H]2[C@H](CN(CC2)C)F)C(=O)N[C@H](C)C2=C(C(=CC=C2)C(F)F)F 1-(bicyclo[1.1.1]pent-1-yl)-N-((R)-1-(3-(difluoromethyl)-2-fluorophenyl)ethyl)-4-(((3s,4R)-3-fluoro-1-methylpiperidin-4-yl)amino)-6-oxo-1,6-dihydropyridine-3-carboxamide